CN[C@H]1[C@@H](CCC1)NC trans-N,N'-dimethyl-1,2-cyclopentanediamine